OC1=CC=C(C=C1)N1C=NC(=C1C)C(=O)OCC Ethyl 1-(4-hydroxyphenyl)-5-methyl-1H-imidazole-4-carboxylate